3,4-difluoro-2-pyrimidin-2-yl-benzoic acid FC=1C(=C(C(=O)O)C=CC1F)C1=NC=CC=N1